5-Chloro-N-(3-methyloxetan-3-yl)-7-morpholinothieno[3,2-b]pyridine-2-carboxamide ClC1=CC(=C2C(=N1)C=C(S2)C(=O)NC2(COC2)C)N2CCOCC2